BrCC1=CC(=NC=C1F)NC1C(NC(CC1)=O)=O 3-((4-(bromomethyl)-5-fluoropyridin-2-yl)amino)piperidine-2,6-dione